N-(3-chloro-5-(methylsulfonamido)phenyl)-4-(5-(3,3-difluoroazetidin-1-yl)-3-((3-fluoro-5-(methylsulfonyl)benzyl)oxy)pyridin-2-yl)-5-methylthiophene-2-carboxamide ClC=1C=C(C=C(C1)NS(=O)(=O)C)NC(=O)C=1SC(=C(C1)C1=NC=C(C=C1OCC1=CC(=CC(=C1)S(=O)(=O)C)F)N1CC(C1)(F)F)C